FC1=CC=C2C(N(C(N(C2=C1)CC1=CC=C(C(=O)NO)C=C1)=O)CCC1=CC=CC=C1)=O 4-((7-fluoro-2,4-dioxo-3-phenethyl-3,4-dihydroquinazolin-1(2H)-yl)methyl)-N-hydroxybenzoamide